C(CCCCCCCCC(=O)OC1CC(NC(C1)(C)C)(C)C)(=O)OC1CC(NC(C1)(C)C)(C)C bis-(2,2,6,6-tetra-methyl-4-piperidyl) sebacate